(2R,3S,4R,5S,6S)-6-(3-Chloro-4-methylphenyl)tetrahydro-2H-pyran-2,3,4,5-tetrayl Tetraacetate C(C)(=O)O[C@H]1O[C@H]([C@@H]([C@H]([C@@H]1OC(C)=O)OC(C)=O)OC(C)=O)C1=CC(=C(C=C1)C)Cl